2-(3,4-dimethoxyphenyl)ethan-1-one COC=1C=C(C=CC1OC)CC=O